N1C(=CC2=CC=CC=C12)C=1C=C(N2N=CN=C(C21)N)C(C)C 5-(1H-Indol-2-yl)-7-(propan-2-yl)pyrrolo[2,1-f][1,2,4]triazin-4-amine